FC=1C=C(C=C(C1)F)NC1=NC=C(C(=N1)NC1=C2CCNC(C2=CC=C1)=O)C(=O)N 2-[(3,5-difluorophenyl)amino]-4-[(1-oxo-1,2,3,4-tetrahydroisoquinolin-5-yl)amino]pyrimidine-5-carboxamide